(2S,5R)-2-(N-(1-acetylazetidine-3-carbonyl) carbamimidoyl)-7-oxo-1,6-diazabicyclo[3.2.1]octan-6-yl hydrogen sulfate S(=O)(=O)(ON1[C@@H]2CC[C@H](N(C1=O)C2)C(NC(=O)C2CN(C2)C(C)=O)=N)O